(22R,25S)-2beta,3beta,11alpha,14,20,22,25,26-octahydroxy-5beta-cholest-7-en-6-one O[C@@H]1[C@@H](C[C@H]2C(C=C3[C@@]4(CC[C@H]([C@@]([C@@H](CC[C@](CO)(C)O)O)(C)O)[C@]4(C[C@H]([C@@H]3[C@]2(C1)C)O)C)O)=O)O